7-(2-azabicyclo[2.1.1]hexan-4-yl)-3-fluoro-1,6-naphthyridin-5(6H)-one hydrochloride Cl.C12NCC(C1)(C2)C=2NC(C=1C=C(C=NC1C2)F)=O